CS(=O)(=O)CC=1C(=C(C=CC1N)C1=CC=C(C=C1)N)CS(=O)(=O)C bis((methylsulfonyl)methyl)-[1,1'-biphenyl]-4,4'-diamine